CN1N=CC(=C1O[C@@H](CNC(OC(C)(C)C)=O)C)C=1C=C2C(=C(N1)C)N(N=C2C=C)C2OCCCC2 tert-butyl N-[(2R)-2-[2-methyl-4-(7-methyl-1-tetrahydropyran-2-yl-3-vinyl-pyrazolo[3,4-c]pyridin-5-yl)pyrazol-3-yl]oxypropyl]carbamate